benzyl (6S)-6-{[2-(1-cyclopropyl-1H-pyrazol-4-yl)-7-(trifluoromethyl)[1,2,4]triazolo[1,5-c]quinazolin-5-yl]amino}-5-oxo-1,4-diazepane-1-carboxylate C1(CC1)N1N=CC(=C1)C1=NN2C(=NC=3C(=CC=CC3C2=N1)C(F)(F)F)N[C@@H]1C(NCCN(C1)C(=O)OCC1=CC=CC=C1)=O